CN(C(=O)[C@H]1CN([C@@H]2CC=3C4=C(C2=C1)C=CC=C4NC3)C)C(C)C (6aR,9R)-N,7-dimethyl-N-propan-2-yl-6,6a,8,9-tetrahydro-4H-indolo[4,3-fg]-quinoline-9-carboxamide